1-(((3S)-1-((3-(1H-pyrazol-1-yl)-1-azetidinyl)sulfonyl)-3-piperidinyl)carbonyl)-N-(4-(trifluoromethyl)benzyl)-D-prolinamide N1(N=CC=C1)C1CN(C1)S(=O)(=O)N1C[C@H](CCC1)C(=O)N1[C@H](CCC1)C(=O)NCC1=CC=C(C=C1)C(F)(F)F